1-(4-Aminophenyl)-2,2,2-trifluoroethan-1-one NC1=CC=C(C=C1)C(C(F)(F)F)=O